C(C)N1N=C2N=CC=NC2=C1 2-ethyl-pyrazolo[3,4-b]pyrazin